chloro-N-methyl-N-(6-(4-(methylsulfonyl)phenyl)pyridin-2-yl)-[1,2,4]triazolo[4,3-a]quinazolin-5-amine ClC1=NN=C2N1C1=CC=CC=C1C(=N2)N(C2=NC(=CC=C2)C2=CC=C(C=C2)S(=O)(=O)C)C